COC(=O)C1N(CCC(C1)O[Si](C)(C)C(C)(C)C)C(=O)OC(C)(C)C 4-((tert-butyldimethylsilyl)Oxy)piperidine-1,2-dicarboxylic acid 1-(tert-butyl) 2-methyl ester